C(C)OC(=O)NC=1C=CC=C(C(=O)O)C1 5-((ethoxycarbonyl)amino)benzoic acid